2-methyl-2,4-thiazolidinedicarboxylic acid 2-ethyl ester CCOC(=O)C1(SCC(N1)C(=O)O)C